ClC1=C2C=NN(C2=CC=C1NC1=NN(C=C1C)C1=CC(=C(C(=O)NC=2OC=C(N2)C)C=C1)OC)C1OCCCC1 4-[3-[(4-chloro-1-tetrahydropyran-2-yl-indazol-5-yl)amino]-4-methyl-pyrazol-1-yl]-2-methoxy-N-(4-methyl-oxazol-2-yl)benzamide